tert-butyl-1-(3,5-bis(2-(methylsulfonyl)pyrimidin-4-yl)phenyl)-1-oxo-5,8,11-trioxa-2-azatridecane C(C)(C)(C)N(C(=O)C1=CC(=CC(=C1)C1=NC(=NC=C1)S(=O)(=O)C)C1=NC(=NC=C1)S(=O)(=O)C)CCOCCOCCOCC